Methyl 2-(4-((4-(benzyloxy)phenyl) carbamoyl)-1,5-dimethyl-1H-pyrrol-2-yl)-5-(difluoromethoxy)benzoate C(C1=CC=CC=C1)OC1=CC=C(C=C1)NC(=O)C=1C=C(N(C1C)C)C1=C(C(=O)OC)C=C(C=C1)OC(F)F